(1r,2r,4s,5s)-3-(trimethylsilyl)-7,9-diazatricyclo[3.3.1.02,4]nonane-7,9-dicarboxylic acid di-tert-butyl ester C(C)(C)(C)OC(=O)N1C[C@@H]2[C@H]3C([C@H]3[C@H](C1)N2C(=O)OC(C)(C)C)[Si](C)(C)C